methyl 5-(((1S,3S,5S)-5-methyl-2-((4-phenoxybenzoyl)glycyl)-2-azabicyclo[3.1.0]hexane-3-carboxamido)methyl)thiophene-3-carbimidate C[C@@]12C[C@H](N([C@H]2C1)C(CNC(C1=CC=C(C=C1)OC1=CC=CC=C1)=O)=O)C(=O)NCC1=CC(=CS1)C(OC)=N